(4-methylphenyl)sulfone CC1=CC=C(C=C1)S(=O)(=O)C1=CC=C(C=C1)C